1,2-dibromo-1,1,2-trifluoro-ethane BrC(C(F)Br)(F)F